NC(C[C@H]1N(CCC1)C(=O)OC(C)(C)C)C(=O)OC (2S)-tert-butyl 2-(2-amino-3-methoxy-3-oxopropyl)pyrrolidine-1-carboxylate